5-(4-vinylindol-1-yl)sulfonyl-2H-isoquinolin-1-one C(=C)C1=C2C=CN(C2=CC=C1)S(=O)(=O)C1=C2C=CNC(C2=CC=C1)=O